C(C1=CC=CC=C1)O[C@H]1C[C@H](C1)N1N=C(C=C1C(N(C)C)=O)CNC(OC(C)(C)C)=O t-butyl ((1-(cis-3-(benzyloxy)cyclobutyl)-5-(dimethylcarbamoyl)-1H-pyrazol-3-yl)methyl)carbamate